(S)-1-methyl-N-(4-methyl-3-(((R)-1-(naphthalen-1-yl)ethyl)carbamoyl)phenyl)piperidine-2-carboxamide tert-butyl-N-[1-(4-hydroxyphenyl)azetidin-3-yl]carbamate C(C)(C)(C)OC(NC1CN(C1)C1=CC=C(C=C1)O)=O.CN1[C@@H](CCCC1)C(=O)NC1=CC(=C(C=C1)C)C(N[C@H](C)C1=CC=CC2=CC=CC=C12)=O